N,N-diisopropylethylammonium C(C)(C)[NH+](C(C)C)CC